Butadien Methacrylat C(C(=C)C)(=O)O.C=CC=C